tert-Butyl 6-[3-chloro-4-[2-chloro-3-[6-methoxy-5-[[[(2S)-5-oxopyrrolidin-2-yl]methylamino]methyl]-2-pyridyl]phenyl]-2-pyridyl]-8-methoxy-3,4-dihydro-1H-isoquinoline-2-carboxylate ClC=1C(=NC=CC1C1=C(C(=CC=C1)C1=NC(=C(C=C1)CNC[C@H]1NC(CC1)=O)OC)Cl)C=1C=C2CCN(CC2=C(C1)OC)C(=O)OC(C)(C)C